C(C)(C)(C)OC(=O)N1C(C(C(CC1)C1=CC(=CC=C1)OCCOC)COC=1C=C2C(NCC2=CC1)=O)C (trans)-4-[3-(2-methoxyethoxy)phenyl]-2-methyl-3-{[(3-oxo-2,3-dihydro-1H-isoindol-5-yl)oxy]Methyl}piperidine-1-carboxylic acid tert-butyl ester